[O-2].[O-2].[Mn+2].[Ni+2] nickel-manganese dioxide